ClCCNC(=O)NC(C#C)(C)C 1-(2-Chloro-ethyl)-3-(1,1-dimethyl-prop-2-ynyl)-urea